FC1=C(C(=CC=C1)F)C1=N[C@H](C2=NN=C(N2C=2SC=3[C@@H](CCCCC3C12)O)C)C |&1:19| (7S,16RS)-9-(2,6-difluorophenyl)-3,7-dimethyl-18-thia-2,4,5,8-tetrazatetracyclo[8.8.0.02,6.011,17]octadeca-1(10),3,5,8,11(17)-pentaen-16-ol